6-(((8-methoxy-6-(5-methylpyrimidin-2-yl)quinazolin-4-yl)amino)methyl)pyridin-2(1H)-one COC=1C=C(C=C2C(=NC=NC12)NCC1=CC=CC(N1)=O)C1=NC=C(C=N1)C